2-(6-chloro-1H-indol-3-yl)acetic acid ClC1=CC=C2C(=CNC2=C1)CC(=O)O